[1,1'-biphenyl]-4-yloxy-2-((tert-butoxycarbonyl)amino)-1,2,3,4-tetrahydronaphthalene-2-carboxylate C1(=CC=C(C=C1)OC1C(CCC2=CC=CC=C12)(C(=O)[O-])NC(=O)OC(C)(C)C)C1=CC=CC=C1